6-[4-[2-[1-(6,7-dihydro-5H-pyrrolo[1,2-c]imidazol-1-yl)-2-oxo-2-(thiazol-2-ylamino)ethyl]-7-fluoro-indazol-6-yl]phenyl]-2,6-diazaspiro[3.3]heptane-2-carboxylic acid tert-butyl ester C(C)(C)(C)OC(=O)N1CC2(C1)CN(C2)C2=CC=C(C=C2)C=2C=CC1=CN(N=C1C2F)C(C(NC=2SC=CN2)=O)C2=C1N(C=N2)CCC1